9-Fluorenic acid C1=CC=CC=2C3=CC=CC=C3C(C12)C(=O)O